C(#N)C1=NC=CC(=C1)CN1C[C@@H](C(CC1)(F)F)NC(OC(C)(C)C)=O tert-butyl (S)-(1-((2-cyanopyridin-4-yl)methyl)-4,4-difluoropiperidin-3-yl)carbamate